NC1=NC=C(C2=C1C(=C(N2C)C2=CC=C(C=C2)NC(C=C)=O)C2=CC=C(C=C2)OC2CCCCC2)C#N N-(4-(4-amino-7-cyano-3-(4-(cyclohexyloxy)phenyl)-1-methyl-1H-pyrrolo[3,2-c]pyridin-2-yl)phenyl)acrylamide